4-(3-phenylpropoxy)butan-1-ol C1(=CC=CC=C1)CCCOCCCCO